(6S,9S,12S,15S,18R,19R)-12-((R)-sec-butyl)-18-ethyl-19-heptyl-6-((S)-1-hydroxyethyl)-9-(hydroxymethyl)-15-isobutyl-16-methyl-1-oxa-4,7,10,13,16-pentaazanonadecan [C@@H](C)(CC)[C@@H](CN[C@@H](CN[C@@H](CNCCO)[C@H](C)O)CO)NC[C@@H](N(C[C@@H](CCCCCCCC)CC)C)CC(C)C